C(=O)(OC(C)(C)C)NCCNC1=C(C=CC=C1)[N+](=O)[O-] ((2-(N-Bocamino)ethyl)amino)nitrobenzene